N1=C(C=NC=C1)[C@H]1N(OCC1)C(=O)C1CCN(CC1)C1=NC=CC(=N1)C(=O)N 2-[4-[(3S)-3-pyrazin-2-yl-isoxazolidine-2-carbonyl]-1-piperidinyl]pyrimidine-4-carboxamide